Cl.NC/C(/CN1N=CN(C1=O)C1=CC=CC(=N1)C=1C=NC(=C(C1)F)N(C)C)=C\F 2-[(2E)-2-(aminomethyl)-3-fluoroprop-2-en-1-yl]-4-[6'-(dimethylamino)-5'-fluoro-2,3'-bipyridin-6-yl]-2,4-dihydro-3H-1,2,4-triazol-3-one hydrochloride